lutidine N-oxide [N+]=1(C(=CC=CC1C)C)[O-]